(2S,4R)-N-((R)-1-(4-carbamimidoylthiophen-2-yl)-2-hydroxyethyl)-4-(difluoromethoxy)-1-((9,9-dimethyl-9H-fluorene-3-carbonyl)glycyl)pyrrolidine-2-carboxamide C(N)(=N)C=1C=C(SC1)[C@@H](CO)NC(=O)[C@H]1N(C[C@@H](C1)OC(F)F)C(CNC(=O)C=1C=CC=2C(C3=CC=CC=C3C2C1)(C)C)=O